C(C)N(S(=O)(=O)NC=1C(=C(C(=O)C2=CNC3=NC=CC=C32)C(=CC1)F)F)C 3-(3-((N-ethyl-N-methylsulfamoyl)amino)-2,6-difluorobenzoyl)-1H-pyrrolo[2,3-b]pyridin